(2S,4R)-1-((S)-2-(4-cyclopropyl-1H-1,2,3-triazol-1-yl)-3,3-dimethylbutanoyl)-4-hydroxy-N-methylpyrrolidine-2-carboxamide C1(CC1)C=1N=NN(C1)[C@H](C(=O)N1[C@@H](C[C@H](C1)O)C(=O)NC)C(C)(C)C